(R)-3-((1-(Methyl-d3)pyrrolidin-2-yl)methyl-d2)-1H-indole C(N1[C@H](CCC1)C(C1=CNC2=CC=CC=C12)([2H])[2H])([2H])([2H])[2H]